Cl.N1=CN=CC(=C1)C=1C=C(C=CC1)C[C@H](C(=O)O)[C@@H]1CNCC1 (2S)-3-[3-(pyrimidin-5-yl)phenyl]-2-[(3R)-pyrrolidin-3-yl]propionic acid hydrochloride